O=C1C(B=CC=C1)O Oxoborininol